2-(3-fluoro-4-(methylsulfonyl)phenyl)-6-(r-isobutyl-[1,4'-bipiperidin]-4-yl)-4-methyl-1H-benzo[d]imidazole FC=1C=C(C=CC1S(=O)(=O)C)C1=NC2=C(N1)C=C(C=C2C)C2C[C@H](N(CC2)C2CCNCC2)CC(C)C